(3-[3-[1-(2,6-Dioxopiperidin-3-yl)-3-methyl-2-oxo-1,3-benzodiazol-4-yl]propoxy]propyl)-N-methylcarbamic acid tert-butyl ester C(C)(C)(C)OC(N(C)CCCOCCCC1=CC=CC=2N(C(N(C21)C)=O)C2C(NC(CC2)=O)=O)=O